9,9-Dimethyl-2,7-dibromofluorene CC1(C2=CC(=CC=C2C=2C=CC(=CC12)Br)Br)C